8-[[4-[(Z)-C-[4-(aminomethyl)phenyl]-N-(1,1-dimethylethoxy)carbonimidoyl]cyclohexyl]-methyl-amino]-5-methyl-6-oxo-1,5-naphthyridine-2,7-dicarbonitrile NCC1=CC=C(C=C1)\C(=N/OC(C)(C)C)\C1CCC(CC1)N(C1=C(C(N(C=2C=CC(=NC12)C#N)C)=O)C#N)C